ClC1=C(C=CC=C1)C(=O)N1C=2C=CC(=NC2CCC1)C(C)NC(C1=CC=C(C=C1)F)=O N-{1-[5-(2-chlorobenzene-1-carbonyl)-5,6,7,8-tetrahydro-1,5-naphthyridin-2-yl]ethyl}-4-fluorobenzamide